OC=1C(=CC2=C(N(C([C@H]3N(C2=O)CC=C(C3)C3=CC=C(C=C3)OC)OC)C(=O)OCC=C)C1)OC allyl (6aS)-3-hydroxy-2,6-dimethoxy-8-(4-methoxy-phenyl)-12-oxo-6,6a,7,10-tetrahydrobenzo[e]pyrido[1,2-a][1,4]diazepine-5(12H)-carboxylate